2-tridecylamino-1,4-naphthoquinone C(CCCCCCCCCCCC)NC=1C(C2=CC=CC=C2C(C1)=O)=O